N-methyl-N-(2-((2-(methyl(3-(7-(2-octylcyclopropyl)heptyl)dodecyl)amino)ethyl)disulfaneyl)ethyl)octadecan-1-amine CN(CCCCCCCCCCCCCCCCCC)CCSSCCN(CCC(CCCCCCCCC)CCCCCCCC1C(C1)CCCCCCCC)C